ClC1=C(C(=CC=C1)F)NC(=O)C1=CC(=C(C=C1O[C@H](C(F)(F)F)C)C=1N=CC(=NC1)C(=O)N)F (S)-5-(4-((2-chloro-6-fluorophenyl)carbamoyl)-2-fluoro-5-((1,1,1-trifluoropropan-2-yl)oxy)phenyl)pyrazine-2-carboxamide